(S)-4-((6'-Chloro-3-fluoro-5-((4-methylpiperazin-1-yl)methyl)-[2,3'-bipyridin]-4'-yl)amino)butan-2-ol ClC1=CC(=C(C=N1)C1=NC=C(C=C1F)CN1CCN(CC1)C)NCC[C@H](C)O